NC1=C2C(=NC=N1)N(N=C2C2=CC=C(C=C2)OC2=CC=CC=C2)[C@H]2CN(CCC2)C(\C=C\CN2CCN(CC2)CCN)=O (R,E)-1-(3-(4-amino-3-(4-phenoxyphenyl)-1H-pyrazolo[3,4-d]pyrimidin-1-yl)piperidin-1-yl)-4-(4-(2-aminoethyl)piperazin-1-yl)but-2-en-1-one